CC1=CC=C(C=C1)S(=O)(=O)OC=1C=NC=NC1 Pyrimidine-5-yl 4-methylbenzenesulfonate